C(C)C1=C(C=CC=C1)C1CN(CC1)C(=O)C1=CC(=NN1)C1=CN=NC=C1 [3-(2-ethylphenyl)pyrrolidin-1-yl]-(3-pyridazin-4-yl-1H-pyrazol-5-yl)methanone